ClC=1C=CC(=C(C(=O)O)C1)NC1=C(C=C(C=C1)C#N)C 5-chloro-2-((4-cyano-2-methylphenyl)amino)benzoic acid